2-[(4,4-difluoro-3,3-dimethyl-butanoyl)amino]-4-[2-phenoxyethyl-[4-(5,6,7,8-tetrahydro-1,8-naphthyridin-2-yl)butyl]amino]butanoic acid FC(C(CC(=O)NC(C(=O)O)CCN(CCCCC1=NC=2NCCCC2C=C1)CCOC1=CC=CC=C1)(C)C)F